ClC=1C(=NC(=C(C(=O)NC2=CC(=CC=C2)S(=O)(=N)C)C1)N1CCC(CCC1)(F)F)C 5-chloro-2-(4,4-difluoroazepan-1-yl)-6-methyl-N-(3-(S-methylsulfonimidoyl)phenyl)nicotinamide